CN(CC\C=C(/CCCC(=O)OC(CCC1=CC=C(C=C1)C)CCC1=CC=C(C=C1)C)\CCCC(=O)OC(CCCCCCC)CCCCCCC)C 1-(1,5-di-p-tolylpentan-3-yl) 9-(pentadecan-8-yl) (Z)-5-(3-(dimethylamino)propylidene)nonanedioate